(R)-1-(2,3-dichlorophenyl)-3-methylpiperazine ClC1=C(C=CC=C1Cl)N1C[C@H](NCC1)C